C1(CC1)C=1NC(=NN1)C1CC2(CN(C2)C(=O)N2CC3(C2)CC(C3)CC3=NC=NC(=C3)C(F)(F)F)C1 [6-(5-cyclopropyl-4H-1,2,4-triazol-3-yl)-2-azaspiro[3.3]heptan-2-yl]-[6-[[6-(trifluoromethyl)pyrimidin-4-yl]methyl]-2-azaspiro[3.3]heptan-2-yl]methanone